(E)-3,3-dimethyl-5-sulfonyl-1-(4-sulfonylbutyl)indoline CC1(CN(C=2C=CC(CC12)=S(=O)=O)CCCC=S(=O)=O)C